C(N)(=N)C=1C=C(SC1)[C@@H](C)NC(=O)[C@H]1N(C[C@@H](C1)OC)C(CNC(C1=CC=C(C=C1)OC1=CC=C(C=C1)F)=O)=O (2S,4R)-N-((R)-1-(4-carbamimidoylthiophen-2-yl)ethyl)-1-((4-(4-fluorophenoxy)benzoyl)glycyl)-4-methoxypyrrolidine-2-carboxamide